5-[N-(3,4-dimethoxyphenylethyl)methylamino-amino]-2-(3,4-dimethoxyphenyl)-2-isopropylvaleronitrile hydrochloride Cl.COC=1C=C(C=CC1OC)CCN(CCCC(C#N)(C(C)C)C1=CC(=C(C=C1)OC)OC)NC